C1(CC1)C1=CC(=NN1)NC1=NC(=NC=C1)N1C2CC(C1)(C2)C(C)O 1-(2-(4-((5-cyclopropyl-1H-pyrazol-3-yl)amino)pyrimidin-2-yl)-2-azabicyclo[2.1.1]hexan-4-yl)ethan-1-ol